O1C(CCCC1)C(=O)O TetrahydropyranCarboxylic Acid